C(\C=C\C1=CC(O)=C(O)C=C1)(=O)[O-] Caffeat